N1N=NC2=C1C=CC(=C2)CN2C(C1=CC=C(C=C1C2CC2=C(C=NN2C)Cl)OC2CNC2)=O 2-((1H-benzo[d][1,2,3]triazol-5-yl)methyl)-5-(azetidin-3-yloxy)-3-((4-chloro-1-methyl-1H-pyrazol-5-yl)methyl)isoindolin-1-one